6-chloro-1-(3-cyclopropyl-2-pyrazinyl)-7-(2-fluoro-6-hydroxyphenyl)-4-((2S)-2-methyl-4-(2-propenoyl)-1-piperazinyl)pyrido[2,3-d]pyrimidin-2(1H)-one ClC1=CC2=C(N(C(N=C2N2[C@H](CN(CC2)C(C=C)=O)C)=O)C2=NC=CN=C2C2CC2)N=C1C1=C(C=CC=C1O)F